FC1=CC=C(CNC2=NN(C(=C2)C2=CC=3N(C=C2)N=CC3C(=O)N)C3=NC(=CC=C3)C)C=C1 5-(3-((4-fluorobenzyl)amino)-1-(6-methylpyridin-2-yl)-1H-pyrazol-5-yl)pyrazolo[1,5-a]pyridine-3-carboxamide